1-(3-(4-(2,5-dichloropyrimidin-4-yl)-1H-pyrazol-1-yl)piperidin-1-yl)ethan-1-one ClC1=NC=C(C(=N1)C=1C=NN(C1)C1CN(CCC1)C(C)=O)Cl